COC=1C=C2C=NC=NC2=CC1OCC1=CC=CC=C1 6-methoxy-7-benzyloxyquinazoline